FC(COC[C@@H]1CC=2C(C=3N(C1)N=C1C3CN(CC1)C(=O)OC(C)(C)C)=NOC2)F |o1:5| (5R*)-tert-butyl 5-((2,2-difluoroethoxy)methyl)-5,6,9,10-tetrahydro-4H-isoxazolo[3,4-c]pyrido[4',3':3,4]pyrazolo-[1,5-a]azepine-11(12H)-carboxylate